C(C)C=1C(=C(SC1Br)Br)CC diethyl-2,5-dibromothiophene